tert-butyl (R)-4-(4-(2-ethoxypyridin-3-yl)-2-(((2-nitrophenyl)sulfonamido)methyl)phenyl)-3-ethylpiperazine-1-carboxylate C(C)OC1=NC=CC=C1C1=CC(=C(C=C1)N1[C@@H](CN(CC1)C(=O)OC(C)(C)C)CC)CNS(=O)(=O)C1=C(C=CC=C1)[N+](=O)[O-]